NC=1N=NC(=CC1OCCC1=CC=C(C=C1)CNC(CN1CC2(C1)CNC2)=O)C2=C(C=CC=C2)O N-[[4-(2-[[3-amino-6-(2-hydroxyphenyl)pyridazin-4-yl]oxy]ethyl)phenyl]methyl]-2-[2,6-diazaspiro[3.3]heptan-2-yl]acetamide